tert-butyl-(S)-4-((1-((benzyloxy)carbonyl)piperidin-4-yl)methyl)-2-(hydroxymethyl)piperazine-1-carboxylate C(C)(C)(C)OC(=O)N1[C@@H](CN(CC1)CC1CCN(CC1)C(=O)OCC1=CC=CC=C1)CO